N-hydroxyethanimidamide ONC(C)=N